COS(=O)(=O)C=1C(=CC=C2C=CC=CC12)S(=O)(=O)[O-].[Ca+2].COS(=O)(=O)C=1C(=CC=C2C=CC=CC12)S(=O)(=O)[O-] calcium methylnaphthalenedisulfonate